((1s,3s)-3-Hydroxy-3-methylcyclobutyl)(6-((1-methyl-1H-pyrrolo[3,2-c]pyridin-6-yl)methyl)-2-azaspiro[3.3]heptan-2-yl)methanone OC1(CC(C1)C(=O)N1CC2(C1)CC(C2)CC2=CC1=C(C=N2)C=CN1C)C